2-[2-methyl-2-(prop-2-enoylamino)propanoyl]oxyethylphosphonic acid, sodium salt [Na+].CC(C(=O)OCCP([O-])([O-])=O)(C)NC(C=C)=O.[Na+]